OC1=C(C=CC(=C1)C(=O)[O-])C(=O)[O-] 2-hydroxybenzene-1,4-dicarboxylate